OC1(N2C(C3=CC=C(C=C3C1)C(=O)OC)=NC(=C2)C(F)(F)F)C methyl 5-hydroxy-5-methyl-2-(trifluoromethyl)-5,6-dihydroimidazo[2,1-a]isoquinoline-8-carboxylate